5-(Aminomethyl)-3-[4-[4-[6-chloro-4-(trifluoromethyl)-2-pyridinyl]piperazin-1-yl]sulfonyl-3-fluoro-phenyl]oxazolidin-2-one NCC1CN(C(O1)=O)C1=CC(=C(C=C1)S(=O)(=O)N1CCN(CC1)C1=NC(=CC(=C1)C(F)(F)F)Cl)F